N-((3-fluoropyridin-2-yl)methyl)-2-(2-((2-(1-(3-methoxyphenethyl)-1H-benzo[d]imidazol-2-yl)ethyl)amino)ethyl)oxazole-4-carboxamide FC=1C(=NC=CC1)CNC(=O)C=1N=C(OC1)CCNCCC1=NC2=C(N1CCC1=CC(=CC=C1)OC)C=CC=C2